7-allyl-2-amino-9-((2r,3r,4r,5r)-3,4-dihydroxy-5-(hydroxymethyl)tetrahydrofuran-2-yl)-7,9-dihydro-1H-purine-6,8-dione C(C=C)N1C(N(C=2N=C(NC(C12)=O)N)[C@@H]1O[C@@H]([C@@H]([C@H]1O)O)CO)=O